5-methoxy-N-(5-((5-(4-(2-oxopyrrolidin-1-yl)phenyl)pyridin-2-yl)amino)pyridin-3-yl)-1H-benzo[d]-imidazole-7-carboxamide COC1=CC2=C(NC=N2)C(=C1)C(=O)NC=1C=NC=C(C1)NC1=NC=C(C=C1)C1=CC=C(C=C1)N1C(CCC1)=O